NC1=NC=NN2C1=CC=C2[C@]2([C@@H]([C@@H]([C@H](O2)CCCC(=O)[O-])O)O)C#N (2R,3S,4R,5R)-5-(4-aminopyrrolo[2,1-f][1,2,4]triazin-7-yl)-5-cyano-3,4-dihydroxytetrahydrofuran-2-butanoate